(R)-5-(5-(3,5-dimethylisoxazol-4-yl)-1-((1R,4R)-4-methoxycyclohexyl)-1H-benzo[d]imidazol-2-yl)-1-(4-methoxy-3-methylphenyl)-5-methylpyrrolidin-2-one CC1=NOC(=C1C1=CC2=C(N(C(=N2)[C@]2(CCC(N2C2=CC(=C(C=C2)OC)C)=O)C)C2CCC(CC2)OC)C=C1)C